N=1C=CN2C1C=C(C=C2)CNC(C2=CC(=C(C=C2)S(=O)(=O)CC2=NN(C=C2)C)C#CC2=CC=C(C=C2)C(NCCN2CCNCC2)=O)=O N-(imidazo[1,2-a]pyridin-7-ylmethyl)-4-(((1-methyl-1H-pyrazol-3-yl)methyl)sulfonyl)-3-((4-((2-(piperazin-1-yl)ethyl)carbamoyl)phenyl)ethynyl)benzamide